2-fluoro-3-((S)-2-((1-(4-Methoxybenzyl)-6-oxo-5-(trifluoromethyl)-1,6-dihydropyridazin-4-yl)amino)propoxy)propionic acid ethyl ester C(C)OC(C(COC[C@H](C)NC=1C=NN(C(C1C(F)(F)F)=O)CC1=CC=C(C=C1)OC)F)=O